3-(4-bromo-3-methyl-2-oxo-2,3-dihydro-1H-benzo[d]imidazole-1-yl)piperidine-2,6-dione BrC1=CC=CC=2N(C(N(C21)C)=O)C2C(NC(CC2)=O)=O